CC1=C(C(=O)OCC2=CC(=CC(=C2)CCCCCC)CCCCCC)C=C(C=C1CCCCCC)CCCCCC (3,5-dihexylphenyl)methanol Methyl-3,5-dihexylbenzoate